6-[[5-[1-(trifluoromethyl)cyclopropyl]pyrimidin-2-yl]methyl]-2-azaspiro[3.3]heptane-2-carboxylic acid tert-butyl ester C(C)(C)(C)OC(=O)N1CC2(C1)CC(C2)CC2=NC=C(C=N2)C2(CC2)C(F)(F)F